BrC1=C2CCN(CC2=CC=C1OCC1=CN=CO1)C[C@H](CNC(OC(C)(C)C)=O)O (S)-tert-butyl (3-(5-bromo-6-(oxazol-5-ylmethoxy)-3,4-dihydroisoquinolin-2(1H)-yl)-2-hydroxypropyl)carbamate